cerium 1,5-naphthalenedicarboxylate C1(=CC=CC=2C(=CC=CC12)C(=O)[O-])C(=O)[O-].[Ce+3].C1(=CC=CC=2C(=CC=CC12)C(=O)[O-])C(=O)[O-].C1(=CC=CC=2C(=CC=CC12)C(=O)[O-])C(=O)[O-].[Ce+3]